C1N(CCC2=CC=CC=C12)C(=O)OCC1=CC2=C(N(N=N2)C2=NC(=NC(=C2)C=2OC=CC2)N)C=C1 [1-[2-amino-6-(furan-2-yl)pyrimidin-4-yl]-1,2,3-benzotriazol-5-yl]methyl 3,4-Dihydro-1H-isoquinoline-2-carboxylate